2-(2,6-dioxopiperidin-3-yl)-5-(4-(hydroxymethyl)piperidin-1-yl)isoindoline O=C1NC(CCC1N1CC2=CC=C(C=C2C1)N1CCC(CC1)CO)=O